4-(tert-butoxy)-7-chloro-8-fluoro-2-(((3s,7aS)-3-(((6-(trifluoromethyl)pyrimidin-4-yl)oxy)methyl)tetrahydro-1H-pyrrolizin-7a(5H)-yl)methoxy)pyrido[4,3-d]pyrimidine C(C)(C)(C)OC=1C2=C(N=C(N1)OC[C@]13CCCN3[C@@H](CC1)COC1=NC=NC(=C1)C(F)(F)F)C(=C(N=C2)Cl)F